9,9',9'',9'''-(3-(2,6-dimethylpyridin-4-yl)-6-(6-phenylpyridin-2-yl)benzene-1,2,4,5-tetrayl)tetrakis(3,6-dimethyl-9H-carbazole) CC1=NC(=CC(=C1)C=1C(=C(C(=C(C1N1C2=CC=C(C=C2C=2C=C(C=CC12)C)C)N1C2=CC=C(C=C2C=2C=C(C=CC12)C)C)C1=NC(=CC=C1)C1=CC=CC=C1)N1C2=CC=C(C=C2C=2C=C(C=CC12)C)C)N1C2=CC=C(C=C2C=2C=C(C=CC12)C)C)C